(2R)-2-methyl-3-oxo-N-((R)-(4-(trifluoromethoxy)phenyl)(3-(trifluoromethyl)-1H-pyrazol-5-yl)methyl)piperazine-1-carboxamide C[C@H]1N(CCNC1=O)C(=O)N[C@@H](C1=CC(=NN1)C(F)(F)F)C1=CC=C(C=C1)OC(F)(F)F